FC(C=1C=CC=2N(N1)C(=CN2)C2=CC(=CC=C2)N2CCNCC2)F 6-(difluoromethyl)-3-(3-piperazin-1-ylphenyl)imidazo[1,2-b]pyridazine